((2S,4S)-1-(but-2-ynoyl)-4-(8-chloro-7-(2,3-dichlorophenyl)-4-(3-(dimethylamino)azetidin-1-yl)-6-fluoro-1H-pyrazolo[4,3-c]quinolin-1-yl)piperidin-2-yl)acetonitrile C(C#CC)(=O)N1[C@@H](C[C@H](CC1)N1N=CC=2C(=NC=3C(=C(C(=CC3C21)Cl)C2=C(C(=CC=C2)Cl)Cl)F)N2CC(C2)N(C)C)CC#N